5-chloro-N-(2,2-difluorobenzo[d][1,3]dioxolan-5-yl)-8,9-dihydro-7H-cyclopenta[f]quinolin-3-amine ClC1=CC2=C(C=3C=CC(=NC13)NC1=CC3=C(OC(O3)(F)F)C=C1)CCC2